OC1=C(C=C(C=C1C(C)(C)C)C(C)(C)C)N1N=C2C(=N1)C=CC(=C2)Cl 2-(2'-hydroxyl-3',5'-Di-tert-butylphenyl)-5-chlorobenzotriazole